CC1=C(C=C(C(=C1)N=NC1=C(C=CC=C1)C)C)N=NC1=C(C=CC2=CC=CC=C12)O 1-[[2,5-dimethyl-4-[(2-methylphenyl)azo]-phenyl]azo]-2-naphthol